N-ethyl-2-(4-formylstyryl)-pyridinium C(C)[N+]1=C(C=CC=C1)C=CC1=CC=C(C=C1)C=O